triisopropyl((8-(4,4,5,5-tetramethyl-1,3,2-dioxaborolan-2-yl)naphthalene-1-yl)ethynyl)silane C(C)(C)[Si](C#CC1=CC=CC2=CC=CC(=C12)B1OC(C(O1)(C)C)(C)C)(C(C)C)C(C)C